1-(3-aminopiperidin-1-yl)ethan-1-one NC1CN(CCC1)C(C)=O